1,1,2,2-tetramethyl-2-(3-neopentylcyclopenta-2,4-dien-1-yl)disilane C[SiH]([Si](C1C=C(C=C1)CC(C)(C)C)(C)C)C